N4-[1-(2,3-Dichlorophenyl)-1-methyl-ethyl]-6-imidazo[1,5-a]pyridin-6-yl-1,3,5-triazine-2,4-diamine ClC1=C(C=CC=C1Cl)C(C)(C)NC1=NC(=NC(=N1)C=1C=CC=2N(C1)C=NC2)N